CO[C@@](C(=O)O)(CC)C (R,S)-2-methoxy-2-methylbutyric acid